NC1=CC=CC=C1C 6-amino-1-methylbenzene